3-(tri-tert-butoxystannyl)butan-1-ol C(C)(C)(C)O[Sn](C(CCO)C)(OC(C)(C)C)OC(C)(C)C